C(C)(C)(C)OC(=O)N[C@H](C(=O)OCC1=CC=C(C=C1)OC)C(C1CC1)C1CC1 (4-methoxyphenyl)methyl (2S)-2-(tert-butoxycarbonylamino)-3,3-dicyclopropyl-propanoate